ClC=1C=C(C=CC1Cl)SCC=1N=NNC1C(=O)O 4-(((3,4-dichlorophenyl)thio)methyl)-1H-1,2,3-triazole-5-carboxylic acid